5-(1-amino-2-methylpropan-2-yl)-2-fluoroaniline NCC(C)(C)C=1C=CC(=C(N)C1)F